CC(CCC=C)=O 5-hexen-2-one